cyclohexyl-formaldoxime C1(CCCCC1)C=NO